C(C)(C)(C)OC(=O)N1CCC(CC1)(C#N)C=1SC(=CC1)Cl 4-(5-chloro-2-thienyl)-4-cyano-piperidine-1-carboxylic acid tert-butyl ester